3-difluoromethyl-3-(4'-fluorophenyl)acrylonitrile-13C FC(C(=C[13C]#N)C1=CC=C(C=C1)F)F